CCCCC/C=C\\C/C=C\\C/C=C\\C/C=C\\C/C=C\\CCCCCCCCCC(C(=O)[O-])O The molecule is a hydroxy fatty acid anion that is the conjugate base of (12Z,15Z,18Z,21Z,24Z)-2-hydroxytriacontapentaenoic acid, obtained by deprotonation of the carboxy group; major species at pH 7.3. It is a 2-hydroxy fatty acid anion, a hydroxy polyunsaturated fatty acid anion and an ultra-long-chain fatty acid anion. It is a conjugate base of a (12Z,15Z,18Z,21Z,24Z)-2-hydroxytriacontapentaenoic acid.